(4-bromophenyl)-diphenyl-amine BrC1=CC=C(C=C1)N(C1=CC=CC=C1)C1=CC=CC=C1